C(C)(C)N1CC2=C(CC1)N=C(S2)C2=NNC(=C2C(C)C)C=2C=C(C=1N(C2)N=CN1)C 5-isopropyl-2-(4-isopropyl-5-(8-methyl-[1,2,4]triazolo[1,5-a]pyridin-6-yl)-1H-pyrazol-3-yl)-4,5,6,7-tetrahydrothiazolo[5,4-c]pyridine